C1CCCCCCCC(CCCCCCC1)=O 9-cyclohexadecanone